(S)-hexanediol C(CCCCC)(O)O